tert-butyl 1-methyl-2-((2-methyl-3-(4-methyl-5-nitropyridin-3-yl)phenyl)carbamoyl)-1,4,6,7-tetrahydro-5H-imidazo[4,5-c]pyridine-5-carboxylate CN1C(=NC=2CN(CCC21)C(=O)OC(C)(C)C)C(NC2=C(C(=CC=C2)C=2C=NC=C(C2C)[N+](=O)[O-])C)=O